[Cl-].C[N+](CCC[Si](OC)(OC)OC)(CCCCCCCCCCCCCCCCCC)CCCCCCCCCCCCCCCCCC methyl-dioctadecyl-[3-(trimethoxysilyl)propyl]ammonium chloride